BrC1=C(C=2C3=C(C(NC2C(=C1)F)(C)C)NC(N3C)=O)C 8-bromo-6-fluoro-1,4,4,9-tetramethyl-4,5-dihydro-1H-imidazo[4,5-c]quinolone